1-benzenesulfonyl-ethylene C1(=CC=CC=C1)S(=O)(=O)C=C